(5E)-2-(4-benzyloxy-2-ethyl-5-methyl-pyrazol-3-yl)oxazol C(C1=CC=CC=C1)OC1=C(N(N=C1C)CC)C=1OC=CN1